C12N(CC(CC1)C2)C(=O)OC(C)(C)C TERT-BUTYL 2-AZABICYCLO[2.2.1]HEPTANE-2-CARBOXYLATE